N(=C=S)C=1C=C(C(C(=O)O)=CC1)C(=O)O 4-isothiocyanatophthalic acid